CC1=C(CS(=O)(=O)O)C=CC=C1 2-methyl-toluenesulfonic acid